tert-butyl 2-(2-fluoro-3-nitrophenyl)-1H-pyrrole-1-carboxylate FC1=C(C=CC=C1[N+](=O)[O-])C=1N(C=CC1)C(=O)OC(C)(C)C